FC(C(C(=O)OC1CC2=CC=CC(=C2CC1N1CCC(CC1)C1=CC=CC=C1)F)(C1=CC=CC=C1)OC)(F)F 5-Fluoro-3-(4-phenylpiperidin-1-yl)-1,2,3,4-tetrahydronaphthalen-2-yl 3,3,3-trifluoro-2-methoxy-2-phenylpropanoate